O=C1C[C@H]2CC[C@@H](C1)N2C(=O)OCCCC butyl (1R,5S)-3-oxo-8-azabicyclo[3.2.1]octan-8-carboxylate